OCC1=NC=CC(=C1)OC1CN(C1)C(=O)OC(C)(C)C tert-Butyl 3-((2-(hydroxymethyl)pyridin-4-yl)oxy)azetidine-1-carboxylate